3-((S)-2-hydroxy-3-((R)-8-(4-methylpyrimidin-2-yl)-1-oxa-8-azaspiro[4.5]dec-3-ylamino)propoxy)-N-methylbenzenesulfonamide O[C@H](COC=1C=C(C=CC1)S(=O)(=O)NC)CN[C@H]1COC2(C1)CCN(CC2)C2=NC=CC(=N2)C